tert-Butyl 2-(2-(2-((2-(2,6-dioxopiperidin-3-yl)-1,3-dioxoisoindolin-4-yl)amino)ethoxy)ethoxy)acetate O=C1NC(CCC1N1C(C2=CC=CC(=C2C1=O)NCCOCCOCC(=O)OC(C)(C)C)=O)=O